BrC=1C(=C(C(=NC1C)C1=CC=C(CNC(C2=C(C=CC(=C2)F)OC)=O)C=C1)C#N)Cl N-(4-(5-bromo-4-chloro-3-cyano-6-methylpyridin-2-yl)benzyl)-5-fluoro-2-methoxybenzamide